3-(dimethylamino)-4-nitro-benzoic acid CN(C=1C=C(C(=O)O)C=CC1[N+](=O)[O-])C